NC1=C(C(=CC(=C1)F)CC1=CC=C(C=C1)Cl)C(C)=O 1-[2-amino-6-[(4-chlorophenyl)methyl]-4-fluoro-phenyl]ethanone